(6-amino-2-ethylpyridin-3-yl)quinolin-2-amine NC1=CC=C(C(=N1)CC)C=1C(=NC2=CC=CC=C2C1)N